(R)-N-cyclopropyl-6-(3-methylmorpholino)-2-(1H-pyrrolo[2,3-b]pyridin-4-yl)pyrimidin-4-amine C1(CC1)NC1=NC(=NC(=C1)N1[C@@H](COCC1)C)C1=C2C(=NC=C1)NC=C2